BrC=1C=C2C(=NC1)N=C(N2C2=C(C=CC=C2OC)OC)C2=NC(=CC=C2)OCC C6-bromo-1-(2,6-dimethoxyphenyl)-2-(6-ethoxypyridin-2-yl)-1H-imidazo[4,5-b]pyridine